N1=C(C=CC=C1)[C@@]1(CCOC2(CCCC2)C1)CC=O (R)-2-(9-(pyridin-2-yl)-6-oxaspiro[4.5]decane-9-yl)acetaldehyde